(3R)-2-(2,3-Dihydro-1H-inden-5-yl)-4,4,4-trifluoro-3-methylbutanoic acid C1CCC2=CC(=CC=C12)C(C(=O)O)[C@H](C(F)(F)F)C